BrC(C)C monobromopropane